FC=1C=C(CNC(N)=O)C=C(C1)C(F)(F)F 3-(3-fluoro-5-trifluoromethyl-benzyl)-urea